CN1C=CN2N=CC(=C21)C(=O)N2CC1(C2)CC(C1)N(C(=O)NC1=CC(=CC=C1)C(F)(F)F)CC(F)(F)F 1-(2-(1-methyl-1H-imidazo[1,2-b]pyrazole-7-carbonyl)-2-azaspiro[3.3]heptan-6-yl)-1-(2,2,2-trifluoroethyl)-3-(3-(trifluoromethyl)phenyl)urea